CC=1C(=C(C=CC1C=C)P(O)(O)=O)C.C(C=C)(=O)NCC(=O)O acrylyl-glycine dimethyl-(4-vinylphenylphosphonate)